5-(1H-imidazol-1-yl)-2-(5-(((1S,3R,5R)-1-methyl-8-azabicyclo[3.2.1]octan-3-yl)oxy)-1,3,4-thiadiazol-2-yl)phenol N1(C=NC=C1)C=1C=CC(=C(C1)O)C=1SC(=NN1)O[C@H]1C[C@@]2(CC[C@H](C1)N2)C